ClC1=CC=C(C=C1)C1CN(C1)S(=O)(=O)C1CN(CC1)C#N 3-((3-(4-chlorophenyl)azetidin-1-yl)sulfonyl)pyrrolidine-1-carbonitrile